3-((4-trifluoromethylphenyl)ethynyl)oxazolidin-2-one FC(C1=CC=C(C=C1)C#CN1C(OCC1)=O)(F)F